diazacyclopentadecene-3,11-dicarboxylic acid diethyl ester C(C)OC(=O)C1N=NCCCCC(CCCCCCC1)C(=O)OCC